3-(5-fluoropyridin-2-yl)prop-2-yn-1-ol 2,2,3,3,4,4,5,5,6,6,7,7,8,8,8-Pentadecafluorooctyl-methacrylate FC(CC=C(C(=O)OCC#CC1=NC=C(C=C1)F)C)(C(C(C(C(C(C(F)(F)F)(F)F)(F)F)(F)F)(F)F)(F)F)F